ClCC=1C=C(C=CC1C)C(CC(=O)[O-])C1=CC2=C(N(N=N2)C)C(=C1)OC 3-[3-(chloromethyl)-4-methyl-phenyl]-3-(7-methoxy-1-methyl-benzotriazol-5-yl)propanoate